(R)-1-butyl-3-(3-chloro-4-fluorophenyl)-1-((1-methoxyisoquinolin-4-yl)methyl)urea C(CCC)N(C(=O)NC1=CC(=C(C=C1)F)Cl)CC1=CN=C(C2=CC=CC=C12)OC